CC1CCCC2(CCCCC12O)C perhydro-4,8a-dimethyl-4a-naphthalenol